[6-[3-(1-hydroxycyclopropyl)-1,2,4-triazol-1-yl]-2-azaspiro[3.3]heptan-2-yl]-[6-[[6-(trifluoromethyl)-3-pyridyl]methyl]-2-azaspiro[3.3]heptan-2-yl]methanone OC1(CC1)C1=NN(C=N1)C1CC2(CN(C2)C(=O)N2CC3(C2)CC(C3)CC=3C=NC(=CC3)C(F)(F)F)C1